5-fluoro-1-(methoxymethyl)-2,3-dihydro-1H-benzo[d]pyrrolo[1,2-a]imidazol-7-yl-N-(5-((4-methylpiperazin-1-yl)methyl)pyridin-2-yl)pyrimidin-2-amine FC1=CC(=CC2=C1N=C1N2C(CC1)COC)C1=NC(=NC=C1)NC1=NC=C(C=C1)CN1CCN(CC1)C